4-benzyl-1-(ethylsulfonyl)-6-methoxy-1,2,3,4-tetrahydroquinoxaline C(C1=CC=CC=C1)N1CCN(C2=CC=C(C=C12)OC)S(=O)(=O)CC